N1(C=NC=C1)C=1N=C(N2C1C=CC=C2)C(=O)NC2CCC(CC2)NCC(F)(F)F 1-(1H-imidazol-1-yl)-N-((1r,4r)-4-((2,2,2-trifluoroethyl)amino)cyclohexyl)imidazo[1,5-a]pyridine-3-carboxamide